[Cl-].C(C)(C)C1=C(C(=CC=C1)C(C)C)N1C=[N+](CC1)C1=C(C=CC=C1C(C)C)C(C)C 1,3-bis(2,6-di-isopropyl-phenyl)-4,5-dihydroimidazolium chloride